(1R,3S)-3-(3-{[(2,6-dimethylpyridin-3-yl)-carbonyl]amino}-1H-pyrazol-5-yl)cyclopentyl propylcarbamate C(CC)NC(O[C@H]1C[C@H](CC1)C1=CC(=NN1)NC(=O)C=1C(=NC(=CC1)C)C)=O